CSC1=NC(=NN1)CCCCCCCCCC1=NNC(=N1)SC 3,3'-nonamethylenebis(5-methylthio-1H-1,2,4-triazole)